4-((2-fluoro-3-methoxypropyl)(4-(5,6,7,8-tetrahydro-1,8-naphthyridin-2-yl)butyl)amino)-2-((1-methyl-1H-pyrazolo[3,4-d]pyrimidin-4-yl)amino)butanoic acid FC(CN(CCC(C(=O)O)NC1=C2C(=NC=N1)N(N=C2)C)CCCCC2=NC=1NCCCC1C=C2)COC